((S)-1-oxo-3-((S)-2-oxopiperidin-3-yl)propan-2-yl)octahydrocyclopenta[c]pyrrole-1-carboxamide O=C[C@@H](C[C@H]1C(NCCC1)=O)C1(NCC2C1CCC2)C(=O)N